C1(CC1)N1N=C2C=C(C=CC2=C1)C#C[Si](C)(C)C 2-cyclopropyl-6-((trimethylsilyl)ethynyl)-2H-indazole